N-(6-Bromobenzo[d]isoxazol-3-yl)-5-ethyl-2-methoxybenzenesulfonamide BrC1=CC2=C(C(=NO2)NS(=O)(=O)C2=C(C=CC(=C2)CC)OC)C=C1